C1(=CC=CC=C1)[C@H]1C[C@@H](CC1)C=1N=C(SC1)NC(=O)C=1N(C=CC1)CC1=CC=NC=C1 N-(4-((1R,3R)-3-phenylcyclopentyl)thiazol-2-yl)-1-(pyridin-4-ylmethyl)-1H-pyrrole-2-carboxamide